2-(2,6-dichloro-3,5-difluorophenyl)-oxirane ClC1=C(C(=C(C=C1F)F)Cl)C1OC1